1-bromo-8-methyl-3-(piperidin-3-yl)imidazo[1,5-a]pyridine BrC=1N=C(N2C1C(=CC=C2)C)C2CNCCC2